methyl 2-(ethylcarbamoyl)-6-methyl-7-oxo-1-((2-(trimethylsilyl) ethoxy) methyl)-6,7-dihydro-1H-pyrrolo[2,3-c]pyridine-4-carboxylate C(C)NC(=O)C1=CC2=C(C(N(C=C2C(=O)OC)C)=O)N1COCC[Si](C)(C)C